NCCC=1C=NC(=NC1)C1=C(C=C(C#N)C=C1)OC=1N(N=C(C1)C1=NC=CN=C1)C 4-[5-(2-aminoethyl)pyrimidin-2-yl]-3-(2-methyl-5-pyrazin-2-ylpyrazol-3-yl)oxybenzonitrile